ClC=1C(=C(C=CC1)C1(CN(C1)C(=O)OC(C)(C)C)NC=1C=C2C(N(C(C2=CC1)(C)C)CCOC)=O)C tert-butyl 3-(3-chloro-2-methylphenyl)-3-((2-(2-methoxy ethyl)-1,1-dimethyl-3-oxoisoindolin-5-yl)amino)azetidine-1-carboxylate